1-(N-morpholinyl)-3-methylenehepta-4,6-diene N1(CCOCC1)CCC(C=CC=C)=C